[5-[1-(2-Fluoro-6-methyl-phenyl)-piperidin-4-yl]-6-oxo-7-(2-trifluoromethyl-benzyl)-4,5,6,7-tetrahydro-pyrazolo[3,4-d]pyrimidin-2-yl]-acetonitrile FC1=C(C(=CC=C1)C)N1CCC(CC1)N1C(N(C=2C(C1)=CN(N2)CC#N)CC2=C(C=CC=C2)C(F)(F)F)=O